S1C(=NC2=C1C=CC=C2)NC(C2=C(C=C(C=C2)C)NS(=O)(=O)C2=CC=C(C=C2)F)=O N-(benzo[d]thiazol-2-yl)-2-((4-fluorophenyl)sulfonamido)-4-methylbenzamide